(4(S)-phenyloxazolidin-2-one-3-yl)acetic acid C1(=CC=CC=C1)[C@@H]1N(C(OC1)=O)CC(=O)O